2',3'-dichloro-3,4-difluorobiphenyl ClC1=C(C=CC=C1Cl)C1=CC(=C(C=C1)F)F